N-ethyl-N-methyl-chloroformamide C(C)N(C(=O)Cl)C